CN(C(N)(C1=CC=CC=C1)C1=CC=CC=C1)C dimethyl-diphenyl-bisaminomethane